1-(5-fluoro-13-methyl-17-oxa-2,9,13,14-tetrazatetracyclo[8.7.0.03,8.011,15]heptadeca-1,3(8),4,6,9,11,14-heptaen-7-yl)ethanone FC1=CC=2N=C3OCC4=NN(C=C4C3=NC2C(=C1)C(C)=O)C